CN1C(CNCC=C1C1=CC=NN1)=O 1-methyl-2-oxo-7-(1H-pyrazol-5-yl)-1,2,3,4-tetrahydro-[1,4]diazepine